molybdenum trioxide [Mo](=O)(=O)=O